CN1[C@@H]([C@H](CC1=O)C(=O)NCCCCCCCCN1CCC(CC1)C(=O)OC(C)(C)C)C=1C=NC=CC1 tert-butyl 1-(8-((2S,3S)-1-methyl-5-oxo-2-(pyridin-3-yl)pyrrolidine-3-carboxamido)octyl)piperidine-4-carboxylate